CC1=CC=CC=C1O 6-methylphenol